FC1=CC=C(C=C1)N1N=CC2=C1C=C1CCN(C[C@]1(C2)C=O)S(=O)(=O)C=2C=C(C=CC2)C (R)-1-(4-fluorophenyl)-6-(m-tolylsulfonyl)-4,4a,5,6,7,8-hexahydro-1H-pyrazolo[3,4-g]isoquinoline-4a-carbaldehyde